ClCC1=NN=C(O1)C=1C=CC(=C(C1)S(=O)(=O)NCCC1=NC=CC=C1)C 5-[5-(chloromethyl)-1,3,4-oxadiazol-2-yl]-2-methyl-N-[2-(2-pyridyl)ethyl]benzenesulfonamide